4-(1H-pyrrol-2-yl)-2-(6-(trifluoromethyl)benzofuran-2-yl)pyrimidine N1C(=CC=C1)C1=NC(=NC=C1)C=1OC2=C(C1)C=CC(=C2)C(F)(F)F